C(=O)(OC(C)(C)C)N[C@H](CCC1=CC=CC=C1)C(=O)O Boc-D-homophenylalanine